CC1N(CCC2=C(C=CC=C12)OCCNC(OC(C)(C)C)=O)C(C(F)(F)F)=O tert-butyl N-[2-[[1-methyl-2-(2,2,2-trifluoroacetyl)-3,4-dihydro-1H-isoquinolin-5-yl]oxy]ethyl]carbamate